FC(CO[C@H]1[C@@H](SC=2C(=NC=C(C2)Cl)C#N)O[C@@H]([C@@H]([C@@H]1N1N=NC(=C1)C1=CC(=C(C(=C1)F)F)F)O)CO)(F)F 5-Chloro-2-cyanopyridin-3-yl 3-deoxy-2-O-(2,2,2-trifluoroethyl)-3-[4-(3,4,5-trifluorophenyl)-1H-1,2,3-triazol-1-yl]-1-thio-α-D-galactopyranoside